4-bromo-5-fluoro-2-{[(2S)-1,1,1-trifluoroprop-2-yl]oxy}benzoyl chloride BrC1=CC(=C(C(=O)Cl)C=C1F)O[C@H](C(F)(F)F)C